CC1=C(C(=O)N)C(=CC(=C1)OS(=O)(=O)C(F)(F)F)C 2,6-dimethyl-4-[(trifluoromethanesulfonyl)oxy]benzamide